1,5-dibromo-2,4-difluoro-3-methoxybenzene BrC1=C(C(=C(C(=C1)Br)F)OC)F